4-((2S,5R)-4-acryloyl-2,5-dimethylpiperazin-1-yl)-1-(4-amino-6-isopropylpyrimidin-5-yl)-6,7-dichloropyrido[2,3]pyrimidin-2(1H)-one C(C=C)(=O)N1C[C@@H](N(C[C@H]1C)C1=NC(N(C2=C1N=C(C(=C2)Cl)Cl)C=2C(=NC=NC2C(C)C)N)=O)C